2-((1r,5s)-8-oxa-3-azabicyclo[3.2.1]oct-3-yl)-1-(4-(3-isopropyl-2-(8-methyltetrazolo[1,5-a]pyridin-6-yl)-1H-indol-5-yl)piperidin-1-yl)ethan-1-one [C@H]12CN(C[C@H](CC1)O2)CC(=O)N2CCC(CC2)C=2C=C1C(=C(NC1=CC2)C=2C=C(C=1N(C2)N=NN1)C)C(C)C